3-((5-(5-(difluoromethyl)-1,3,4-oxadiazol-2-yl)pyridin-2-yl)methyl)-1-(3-fluorophenyl)-1,3,8-triazaspiro[4.5]decan-2,4-dione 2,2,2-trifluoroacetate FC(C(=O)O)(F)F.FC(C1=NN=C(O1)C=1C=CC(=NC1)CN1C(N(C2(C1=O)CCNCC2)C2=CC(=CC=C2)F)=O)F